ClC1=NN(C2=C(C(=CC=C12)\C=C(\C(=O)NC=1C(=NC=C(C1C)F)C)/F)F)C1OCCCC1 (2Z)-3-[3-chloro-7-fluoro-1-(oxan-2-yl)indazol-6-yl]-2-fluoro-N-(5-fluoro-2,4-dimethylpyridin-3-yl)prop-2-enamide